N-(5-(3-(2,2-dimethylpyrrolidin-1-yl)-2,2-dimethylpropionamido)-2-methylpyridin-3-yl)-2-(1-(2-methoxyethyl)-1H-pyrazol-4-yl)pyrazolo[5,1-b]Thiazole-7-carboxamide CC1(N(CCC1)CC(C(=O)NC=1C=C(C(=NC1)C)NC(=O)C=1C=NN2C1SC(=C2)C=2C=NN(C2)CCOC)(C)C)C